ClC=1C=C(C=CC1)C1=NC(=C2C(=N1)N(N=C2)C2=CC=CC=C2)NC(=O)C=2SC(=CC2)[N+](=O)[O-] N-(6-(3-chlorophenyl)-1-phenyl-1H-pyrazolo[3,4-d]pyrimidin-4-yl)-5-nitrothiophene-2-carboxamide